C(C)(=O)O.BrCCC(C(=O)O)C.BrCCC(C(=O)O)C.BrCCC(C(=O)O)C.BrCCC(C(=O)O)C.OCC(CO)(CO)CO pentaerythritol tetra(bromoethyl propionate) acetate